N1(N=CC=C1)CC=1OCCOC1 5-((1H-pyrazol-1-yl)methyl)-2,3-dihydro-[1,4]dioxine